tert-butyl 2-(2-(3,3-difluoropyrrolidin-1-yl)-5-(2-(1-(2-methoxyethyl)-1H-imidazol-2-yl)ethylsulfonimidoyl)phenyl)-1H-indole-1-carboxylate FC1(CN(CC1)C1=C(C=C(C=C1)S(=O)(=N)CCC=1N(C=CN1)CCOC)C=1N(C2=CC=CC=C2C1)C(=O)OC(C)(C)C)F